C(C=C)(=O)NCC=1C(=CC(=NC1)C1=CC=C(C=C1)F)C1=NC=C(C=C1)C(=O)N 5'-(acrylamidomethyl)-2'-(4-fluorophenyl)-[2,4'-bipyridine]-5-carboxamide